3-(pyridin-2-yl)-4H-1,2,4-triazol-4-amine N1=C(C=CC=C1)C1=NN=CN1N